CN(C)CC1=C(C=C(C=C1)C1(NC=CC=2C(=C(C=CC12)C)N)N)C(F)(F)F 1-(4-((dimethylamino)methyl)-3-(trifluoromethyl)phenyl)-6-methylisoquinoline-1,5-diamine